C(C1(OC=2C=C(C=C(C2[C@H]2[C@H]1CCC(=C2)C([2H])([2H])[2H])O)CCC)C([2H])([2H])[2H])([2H])([2H])[2H] (6aR,10aR)-6,6,9-tris(methyl-d3)-3-propyl-6a,7,8,10a-tetrahydro-6H-benzo[c]chromen-1-ol